FC1=C(C=C2C=CN(C(C2=C1)=O)CC(C[C@H](C)NC=1C=NN(C(C1C(F)(F)F)=O)CC1=CC=C(C=C1)OC)=O)C1=NC=C(C=N1)C(F)(F)F 7-fluoro-2-[(4S)-4-[[1-[(4-methoxyphenyl)methyl]-6-oxo-5-(trifluoromethyl)pyridazin-4-yl]amino]-2-oxo-pentyl]-6-[5-(trifluoromethyl)pyrimidin-2-yl]isoquinolin-1-one